ClC1=C(C(=O)O)C=CC(=C1)C#C 2-chloro-4-ethynyl-benzoic acid